ClC1=CC=C(C=C1)C1=NN=C(O1)[C@@H]1CC[C@H](CC1)C(=O)OC trans-methyl 4-(5-(4-chlorophenyl)-1,3,4-oxadiazol-2-yl)cyclohexane-1-carboxylate